Cl.O[C@@](CNC[C@@H](C)NS(=O)(=O)C=1C=C2C=CN=CC2=CC1)(C)C1=CC=CC=C1 N-[(R)-1-{(S)-2-hydroxy-2-phenylpropylamino}propane-2-yl]isoquinoline-6-sulfonamide hydrochloride